ethyl 6,7-dichloro-1-(cyclobutylmethyl)-4-oxo-1,4-dihydro-1,8-naphthyridine-3-carboxylate ClC=1C=C2C(C(=CN(C2=NC1Cl)CC1CCC1)C(=O)OCC)=O